(3'S)-6'-hydroxy-2',2',4',6'-tetramethyl-7'-oxo-2',3',6',7'-tetrahydrospiro[cyclopropane-1,5'-inden]-3'-yl 6-(2,5-dioxo-2,5-dihydro-1H-pyrrol-1-yl)hexanoate O=C1N(C(C=C1)=O)CCCCCC(=O)O[C@H]1C(C=C2C(C(C3(C(=C12)C)CC3)(C)O)=O)(C)C